(1R,2R)-2-((TERT-BUTYLDIPHENYLSILYLOXY)METHYL)CYCLOBUTANE-CARBALDEHYDE [Si](C1=CC=CC=C1)(C1=CC=CC=C1)(C(C)(C)C)OC[C@H]1[C@@H](CC1)C=O